ClC1=CC(=C(C=C1C#N)NS(=O)(=O)C=1C=C(C(=O)O)C=CC1C1CC1)O[C@@H]1C[C@@H](CC1)C#N 3-(N-(4-chloro-5-cyano-2-((cis-3-cyanocyclopentyl)oxy)phenyl)sulfamoyl)-4-cyclopropylbenzoic acid